FC(COC(F)F)(F)F difluoromethyl 2,2,2-trifluoroethyl ether